Cl.NC12CC3(C[C@@H](C[C@H](C1)C3)C2)NC(C2=CC=C(C=C2)C=2C=NC=CC2)=O N-((1s,3r,5R,7S)-3-aminoadamantan-1-yl)-4-(pyridin-3-yl)benzamide hydrochloride